C(C1=CC=CC=C1)N(C1=CC=C2CCCC3(CC=4N=C(N=C(C4CO3)N3CCOCCC3)S(=O)(=O)C)C2=C1C#N)CC1=CC=CC=C1 7-(Dibenzylamino)-2'-(methylsulfonyl)-4'-(1,4-oxazepan-4-yl)-3,4,5',8'-tetrahydro-2H-spiro[naphthalene-1,7'-pyrano[4,3-d]pyrimidine]-8-carbonitrile